BrC=1C(=NN2C1OCC(C2)(C)C)C2=CC=C(C=C2)F 3-Bromo-2-(4-fluorophenyl)-6,6-dimethyl-6,7-dihydro-5H-pyrazolo[5,1-b][1,3]oxazine